Dipropyloctadecylphosphonat C(CC)OP(OCCC)(=O)CCCCCCCCCCCCCCCCCC